(3,5-dichloropyridin-2-yl)-5-hydroxy-N-(4-(2-hydroxyethyl)phenyl)-1H-pyrazole-3-carboxamide ClC=1C(=NC=C(C1)Cl)N1N=C(C=C1O)C(=O)NC1=CC=C(C=C1)CCO